ClC1=CC=C(C=C1)C(C(=O)NC1(CC1)CN(C)C)(C)F 2-(4-chlorophenyl)-N-(1-((dimethylamino)methyl)cyclopropyl)-2-fluoropropanamide